C(CCCCCCCCCCCCCCCCC)(=O)O.C(CCCCCCCCCCCCCCCCC)(=O)O.C(CCCCCCCCCCCCCCCCC)(=O)O.C(O)C(CC)(CO)CO trimethylolpropane tri-stearate